BrC1=CC=C2C=3C(C4=C(C(C3NC2=C1)(C)C)C=C(C(=C4)C#N)N4CCC(CC4)NC)=O 3-bromo-6,6-dimethyl-8-(4-(methylamino)piperidin-1-yl)-11-oxo-6,11-dihydro-5H-benzo[b]carbazole-9-carbonitrile